(1-ethylpyrrolidin-3-yl)methanol C(C)N1CC(CC1)CO